ClC=1C=NC(=NC1)C1CCN(CC1)C=1N=C(C2=C(N1)CC[S@]2=O)NC2(CCC2)COCCCCCCCCOC=2C=C(C=CC2)C2C(NC(CC2)=O)=O 3-(3-((8-((1-(((R)-2-(4-(5-chloropyrimidin-2-yl)piperidin-1-yl)-5-oxido-6,7-dihydrothieno[3,2-d]pyrimidin-4-yl)amino)-cyclobutyl)methoxy)octyl)oxy)phenyl)piperidine-2,6-dione